CC=1C=CC(=NC1)C=C1C(NC(C(N1)=O)=CC1=CC(=CC=C1)C(C1=CC=C(C=C1)F)=O)=O 3-((5-methylpyridin-2-yl)methylene)-6-(3-(4-fluorobenzoyl)benzylidene)piperazine-2,5-dione